[1-(3-bromophenyl)-3-methylcyclobutyl]-4-methyl-1,2,4-triazole-3-thiol BrC=1C=C(C=CC1)C1(CC(C1)C)C=1N(C(=NN1)S)C